N(=O)[O-].[K+] Kalium nitrit